N1(N=CC=C1)C1=CC=C(C=N1)NC(=O)C1CC12CCNCC2 N-(6-(1H-pyrazol-1-yl)pyridin-3-yl)-6-azaspiro[2.5]Octane-1-carboxamide